C(CCCCCCCCC)(=O)OC(C)CCCCC 2-Heptanyl decanoate